7-bromo-4-(isopropylamino)-5H-pyrido[3,2-b]Indole-3-carbaldehyde BrC=1C=CC=2C3=C(NC2C1)C(=C(C=N3)C=O)NC(C)C